N1(N=NN=C1)C[C@H](C)OC=1C=C(C=CC1Cl)C=1C=NC(=NC1)NC=1C(=NN(C1)C1CCC(CC1)N1CCOCC1)OCC1CCOCC1 5-(3-(((S)-1-(1H-tetrazol-1-yl)propan-2-yl)oxy)-4-chlorophenyl)-N-(1-((1r,4r)-4-morpholinocyclohexyl)-3-((tetrahydro-2H-pyran-4-yl)methoxy)-1H-pyrazol-4-yl)pyrimidin-2-amine